ClC=1C=2N(C=CC1SC=1N=CC(=NC1)N1CCC3([C@@H](C=4N(N=CC4F)C3)N)CC1)C=CN2 (S)-1-(5-((8-chloroimidazo[1,2-a]pyridin-7-yl)thio)pyrazin-2-yl)-3'-fluoro-4'H,6'H-spiro[piperidine-4,5'-pyrrolo[1,2-b]pyrazol]-4'-amine